C1(CCCCC1)CNC1=NC(=NC(=N1)NCC1CCCCC1)C1=CC=CC=C1 N2,N4-bis(cyclohexylmethyl)-6-phenyl-1,3,5-triazine-2,4-diamine